CCN(CC)C1=CC=C(C=C1)C2(C3=CC=CC=C3N(C4=CC=CC=C42)C5=CC=CC=C5)Cl.Cl 9-Chloro-9-(4'-diethylamino)phenyl-9,10-dihydro-10-phenylacridine hydrochloride